N-(lauroyloxyethylcarbamoylmethyl)pyridinium chloride [Cl-].C(CCCCCCCCCCC)(=O)OCCNC(=O)C[N+]1=CC=CC=C1